N-(3-diethylaminopropyl)lauroylamide C(C)N(CCCCCCCCCCCCCCC(=O)[NH-])CC